(1R,2S,3R)-1-((R)-oxirane-2-yl)-4-pentene-1,3-diol O1[C@@H](C1)[C@@H](C[C@H](C=C)O)O